ClC=1C=CC(=C(C1)C1=CC(=C(N=N1)SCC[Si](C)(C)C)NC1=C2C(=NC=C1)NC=C2)F 6-(5-chloro-2-fluorophenyl)-N-{1H-pyrrolo[2,3-b]pyridin-4-yl}-3-{[2-(trimethylsilyl)ethyl]sulfanyl}pyridazin-4-amine